8-bromo-3-(2-((tertbutyldimethylsilyl)oxy)-3,3,3-trifluoropropyl)-7-methyl-3,7-dihydro-1H-purine-2,6-dione BrC1=NC=2N(C(NC(C2N1C)=O)=O)CC(C(F)(F)F)O[Si](C)(C)C(C)(C)C